CCCC(=O)OC[C@H](COP(=O)([O-])OC1[C@@H]([C@H](C([C@H]([C@H]1O)O)O)O)O)OC(=O)CCC The molecule is a 1-phosphatidyl-1D-myo-inositol(1-) that is the conjugate base of 1,2-dibutyryl-sn-glycero-3-phospho-1D-myo-inositol, obtained by deprotonation of the phosphate OH group; major species at pH 7.3. It is a conjugate base of a 1,2-dibutyryl-sn-glycero-3-phospho-(1'D-myo-inositol).